(S)-quinuclidin-3-yl ((R)-5-(4-isopropylphenyl)-2,2,6-trimethyl-2,3-dihydro-1H-inden-1-yl)carbamate C(C)(C)C1=CC=C(C=C1)C=1C=C2CC([C@H](C2=CC1C)NC(O[C@@H]1CN2CCC1CC2)=O)(C)C